potassium antimony ferulate C(\C=C\C1=CC(OC)=C(O)C=C1)(=O)[O-].[Sb+3].[K+].C(\C=C\C1=CC(OC)=C(O)C=C1)(=O)[O-].C(\C=C\C1=CC(OC)=C(O)C=C1)(=O)[O-].C(\C=C\C1=CC(OC)=C(O)C=C1)(=O)[O-]